Nitrocresol CC1=C(C=CC=C1O)[N+](=O)[O-]